ClC1=CC=C(C=C1)C1CN(CCN1C(CNC(\C=C\C1=C(C=C(C=C1)C(F)(F)F)F)=O)=O)CC1CC(C1)C(=O)O 3-[[3-(4-chlorophenyl)-4-[2-[[(E)-3-[2-fluoro-4-(trifluoromethyl)phenyl]prop-2-enoyl]amino]acetyl]piperazin-1-yl]methyl]cyclobutane-1-carboxylic acid